C(C)N1C(=NN(C1=O)C=1C=C2C(=CN(C(C2=CC1C)=O)C1=C(C=CC=C1)C)C(=C)C)CO 6-(4-ethyl-3-(hydroxymethyl)-5-oxo-4,5-dihydro-1H-1,2,4-triazol-1-yl)-7-methyl-4-(prop-1-en-2-yl)-2-(o-tolyl)isoquinolin-1(2H)-one